8-(4-chloro-2-fluoro-phenyl)-6-[2-(2-methoxy-4-pyridyl)morpholin-4-yl]-2,3-dimethyl-pyrimido[5,4-d]pyrimidin-4-one ClC1=CC(=C(C=C1)C1=NC(=NC2=C1N=C(N(C2=O)C)C)N2CC(OCC2)C2=CC(=NC=C2)OC)F